N1(CCOCC1)SSC=1SC2=C(N1)C=CC=C2 2-(4-morpholinyl-dithio)benzothiazole